4-((4,5-dimethoxy-9,10-dioxo-9,10-dihydroanthracene-2-yl)methoxy)-4-oxobutyric acid COC1=CC(=CC=2C(C3=CC=CC(=C3C(C12)=O)OC)=O)COC(CCC(=O)O)=O